8-chloro-6-(((1-(1-(difluoromethyl)cyclopropyl)-1H-1,2,3-triazol-4-yl)(2-methylpyridin-3-yl)methyl-d)amino)-4-(neopentylamino)quinoline-3-carbonitrile ClC=1C=C(C=C2C(=C(C=NC12)C#N)NCC(C)(C)C)NC([2H])(C=1C(=NC=CC1)C)C=1N=NN(C1)C1(CC1)C(F)F